ClC=1C=C(C2=C(N(CN(S2(=O)=O)[C@@H](C(C)C2=C(C(=CC=C2F)C)C)C=2OC(NN2)=O)C)C1)C(=O)O 6-chloro-2-((1S)-2-(6-fluoro-2,3-dimethylphenyl)-1-(5-oxo-4,5-dihydro-1,3,4-oxadiazol-2-yl)propyl)-4-methyl-3,4-dihydro-2H-benzo[e][1,2,4]thiadiazine-8-carboxylic acid 1,1-dioxide